C(C1=CC=CC=C1)OC1=CC=C2C(=CCOC2=C1)C1=CC=C(C=C1)N1CC(C1)C(OC)OC 1-(4-(7-(benzyloxy)-2H-chromene-4-yl)phenyl)-3-(dimethoxymethyl)azetidine